3-fluoro-5-((cis-4-methoxytetrahydrofuran-3-yl)amino)benzoate FC=1C=C(C(=O)[O-])C=C(C1)N[C@@H]1COC[C@@H]1OC